2-((2R,4aR,11R)-3-Acryloyl-12-chloro-10-fluoro-2-methyl-5-carbonyl-1,2,3,4,4a,5,6,7-octahydro-8-Oxa-3,5a,9,13c-tetraazanaphtho[3,2,1-de]anthracene-11-yl)-3-fluorophenyl acrylate C(C=C)(=O)OC1=C(C(=CC=C1)F)C=1C(=CC2=C3C=4N(CCOC4N=C2C1F)C([C@H]1CN([C@@H](CN13)C)C(C=C)=O)=C=O)Cl